C(C)C(CCCCCCCCCCCCCCC)OCCO 2-[(1-ethylhexadecyl)oxy]ethanol